((1R,3S)-3-carbamoyl-cyclohexyl)carbamic acid tert-butyl ester C(C)(C)(C)OC(N[C@H]1C[C@H](CCC1)C(N)=O)=O